Cl.CCC propane hydrochloride